(S)-3-(4-fluorophenyl)-5-methoxy-5-oxopentanoic acid FC1=CC=C(C=C1)[C@@H](CC(=O)O)CC(=O)OC